thieno[2,3-c]pyran S1C=CC2=C1COC=C2